COC=1C=C(C=C(C1OC)OC)B(O)O (3,4,5-trimethoxyphenyl)boranediol